2-((2-(7-(hydroxymethyl)-2-methoxyquinoxalin-5-yl)-4-methylbenzo[d]thiazol-6-yl)oxy)ethyl (6-methoxypyridin-3-yl)carbamate COC1=CC=C(C=N1)NC(OCCOC1=CC2=C(N=C(S2)C2=C3N=CC(=NC3=CC(=C2)CO)OC)C(=C1)C)=O